4-amino-8-cyclopropyl-3-(3-methoxy-2,6-dimethylphenyl)-1,3,10,12-tetraazatricyclo[7.3.0.0^{2,6}]dodeca-2(6),4,7,9,11-pentaene-5-carboxamide NC=1N(C=2N3N=CN=C3C(=CC2C1C(=O)N)C1CC1)C1=C(C(=CC=C1C)OC)C